5-(4-Hydroxy-4-methylpiperidin-1-yl)-N-(6-(1-methyl-1H-pyrazol-4-yl)pyridin-2-yl)-2-(piperazin-1-yl)oxazolo[4,5-b]pyridine-6-carboxamide OC1(CCN(CC1)C1=C(C=C2C(=N1)N=C(O2)N2CCNCC2)C(=O)NC2=NC(=CC=C2)C=2C=NN(C2)C)C